7-((2s,5r)-4-(1-(3-ethylquinoxalin-6-yl)ethyl)-2,5-dimethylpiperazin-1-yl)-4-methyl-2-(tetrahydro-2H-pyran-2-yl)-2,4-dihydro-5H-pyrazolo[4,3-b]pyridin-5-one C(C)C=1C=NC2=CC=C(C=C2N1)C(C)N1C[C@@H](N(C[C@H]1C)C=1C=2C(N(C(C1)=O)C)=CN(N2)C2OCCCC2)C